(R)-4-((2-Hydroxyethyl)sulfonamido)-N-(2-methyl-6-(2-methylmorpholino)pyridin-4-yl)-2-(6-azaspiro[2.5]octan-6-yl)benzamide OCCS(=O)(=O)NC1=CC(=C(C(=O)NC2=CC(=NC(=C2)N2C[C@H](OCC2)C)C)C=C1)N1CCC2(CC2)CC1